2-methoxy-4-[(E)-[(5-methoxy-1,1-dioxo-1,2-benzothiazol-3-yl)-(2-methoxyethyl)hydrazono]methyl]phenol COC1=C(C=CC(=C1)/C=N/N(CCOC)C1=NS(C2=C1C=C(C=C2)OC)(=O)=O)O